FC=1C=C2C(=C(NC2=C(C1)F)C1=CC=C(C=C1)F)CC1CC(C1)N 3-((5,7-difluoro-2-(4-fluorophenyl)-1H-indol-3-yl)methyl)cyclobutan-1-amine